3,4'-diamino-4,5'-diphenoxybenzophenone NC=1C=C(C(=O)C2=CC=C(C(=C2)OC2=CC=CC=C2)N)C=CC1OC1=CC=CC=C1